2,2-bis(4-hydroxyphenyl)hexafluoro-propane OC1=CC=C(C=C1)C(C(F)(F)F)(C(F)(F)F)C1=CC=C(C=C1)O